6-(3-fluoropyridin-2-yl)-2,6-diazaspiro[3.3]Heptane-2-yl ketone FC=1C(=NC=CC1)N1CC2(CN(C2)C(=O)N2CC3(C2)CN(C3)C3=NC=CC=C3F)C1